Cl.ClC=1C=C(C(=NC1)[C@H](C(F)(F)F)N)F (R)-1-(5-chloro-3-fluoropyridin-2-yl)-2,2,2-trifluoroethan-1-amine hydrochloride